O(C1=CC=CC=C1)C1=CC=C(C=C1)C1=NN2C(NCC[C@H]2C2CCN(CC2)C2CCNCC2)=C1C(=O)N (7S)-2-(4-phenoxyphenyl)-7-[1-(4-piperidinyl)-4-piperidinyl]-4,5,6,7-tetrahydropyrazolo[1,5-a]pyrimidine-3-carboxamide